((1R,2S)-2-hydroxy-1,2-diphenylethyl)imidazo[1,2-a]pyridine-2-carboxamide O[C@@H]([C@H](C1=CC=CC=C1)C1=C(N=C2N1C=CC=C2)C(=O)N)C2=CC=CC=C2